2-(6-{5-chloro-2-[(oxan-4-yl)amino]pyrimidin-4-yl}-1-oxo-2,3-dihydro-1H-isoindol-2-yl)-N-[(1S)-1-(2-fluoro-3-methylphenyl)-2-hydroxyethyl]acetamide ClC=1C(=NC(=NC1)NC1CCOCC1)C1=CC=C2CN(C(C2=C1)=O)CC(=O)N[C@H](CO)C1=C(C(=CC=C1)C)F